CC=1C=C(C=CC1N1CCC(CC1)N1CCN(CC1)C)C1(NNC(=N1)N)N 3-(3-methyl-4-(4-(N-methylpiperazin-4-yl)piperidin-1-yl)phenyl)-1H-1,2,4-triazole-3,5-diamine